5-(2-ethoxy-6-chlorobenzyl)-7-methyloxazolo[4,5-c]pyridine-2,4(3H,5H)-dione C(C)OC1=C(CN2C(C3=C(C(=C2)C)OC(N3)=O)=O)C(=CC=C1)Cl